COC1=CC=C(CN2N=NC(=C2)C(=O)[O-])C=C1 1-(4-methoxybenzyl)-1H-1,2,3-triazole-4-carboxylate